C1(=CC=C(C=C1)[C@H](C)[NH3+])C [(1S)-1-(p-tolyl)ethyl]ammonium